2-amino-5-(3,4-dimethoxyphenyl)-4-oxo-4,5-dihydrofuran-3-yl-5-d phenylmethanesulfonate C1(=CC=CC=C1)CS(=O)(=O)OC1=C(OC(C1=O)([2H])C1=CC(=C(C=C1)OC)OC)N